5-(4-(1H-pyrazol-1-yl)benzyl)-N-((3R,4S)-3-hydroxytetrahydro-2H-pyran-4-yl)-4-oxo-4,5-dihydrofuro[3,2-c]pyridine-7-carboxamide N1(N=CC=C1)C1=CC=C(CN2C(C3=C(C(=C2)C(=O)N[C@@H]2[C@H](COCC2)O)OC=C3)=O)C=C1